C(C)OC(=O)C=1SC2=C(C1)C=C(C(=C2)OC)OC(C)C 5-isopropoxy-6-methoxy-1-benzothiophene-2-carboxylic acid ethyl ester